8-((cyclopropylmethyl)(p-tolyl)amino)-5-methyl-6-oxo-5,6-dihydro-1,5-naphthyridine-2-carbonitrile C1(CC1)CN(C1=CC(N(C=2C=CC(=NC12)C#N)C)=O)C1=CC=C(C=C1)C